CC1=C(C=CC(=C1)Br)NC(=O)C=1OC(=CC1)C N-(2-methyl-4-bromophenyl)-5-methylfuran-2-carboxamide